(5-{[2-(4-Chlorophenyl)imidazo[1,2-a]pyridin-3-yl]methyl}-2,5-diazabicyclo[2.2.2]oct-2-yl)(cyclobutyl)methanone ClC1=CC=C(C=C1)C=1N=C2N(C=CC=C2)C1CN1C2CN(C(C1)CC2)C(=O)C2CCC2